O=C1NC(CCC1N1C(C2=CC=C(C=C2C1=O)N1CCN(CC1)CC1CCN(CC1)CCOC1=CC=C(C=C1)\C(=C(\CC)/C1=CC=CC=C1)\C1=CC=C(C=C1)O)=O)=O (Z)-2-(2,6-dioxopiperidin-3-yl)-5-(4-((1-(2-(4-(1-(4-hydroxyphenyl)-2-phenylbut-1-en-1-yl)phenoxy)ethyl)piperidin-4-yl)methyl)piperazin-1-yl)isoindoline-1,3-dione